C(C)C=1C=C(C=CC1Br)S(=O)(=O)Cl 3-ethyl-4-bromo-benzenesulfonyl chloride